(3R)-3-AMINO-3-(5-FORMYL(3-PYRIDYL))PROPANENITRILE N[C@H](CC#N)C=1C=NC=C(C1)C=O